6-Chloro-N-(1-methylpiperidin-4-yl)-2-{4-[4-(pyrimidin-5-ylmethyl)piperazin-1-yl]phenyl}-3H-imidazo[4,5-b]pyridin-7-amine ClC=1C(=C2C(=NC1)NC(=N2)C2=CC=C(C=C2)N2CCN(CC2)CC=2C=NC=NC2)NC2CCN(CC2)C